ClC=1C=C(NC2(CCC3([C@H](CC4=CC=CC=C34)C[C@H](COC3=C4C(=NC=C3)C=CN4C)C)CC2)C(=O)O)C=CC1 (1r,2'S,4S)-4-(3-chloroanilino)-2'-{(2R)-2-methyl-3-[(1-methyl-1H-pyrrolo[3,2-b]pyridin-7-yl)oxy]propyl}-2',3'-dihydrospiro[cyclohexane-1,1'-indene]-4-carboxylic acid